2-(bromomethyl)-3-fluoro-5-cyclopropyl-pyridine BrCC1=NC=C(C=C1F)C1CC1